C[C@@]12[C@@](CN(C1)C1=C(C(N(C3=CC=C(N=C13)Cl)C)=O)C#N)(CNC2)C 4-[(3aS,6aR)-3a,6a-dimethyl-2,3,4,6-tetrahydro-1H-pyrrolo[3,4-c]pyrrol-5-yl]-6-chloro-1-methyl-2-oxo-1,5-naphthyridine-3-carbonitrile